C(C=C)(=O)N1C[C@@H](CC1)N1C(N(C=2C=NC=CC21)C2=CC(=C(C=C2)OCC2=C(C=CC=C2)F)Cl)=O (R)-1-(1-acryloylpyrrolidin-3-yl)-3-(3-chloro-4-((2-fluorobenzyl)oxy)phenyl)-1,3-dihydro-2H-imidazo[4,5-c]pyridin-2-one